methoxytris(vinyloxy)propyltrimethoxysilane COCO[Si](OC)(OC)CCC(OC=C)(OC=C)OC=C